FC1=C(C(=NN1)C(=O)[O-])F difluoropyrazolate